1-{3-[(tert-butyldimethylsilyl)oxy]-6-fluoro-2,3-dihydro-1H-inden-4-yl}-1-[1-(triphenylmethyl)imidazol-4-yl]ethanol [Si](C)(C)(C(C)(C)C)OC1CCC2=CC(=CC(=C12)C(C)(O)C=1N=CN(C1)C(C1=CC=CC=C1)(C1=CC=CC=C1)C1=CC=CC=C1)F